[C@@H]1([C@H](O)[C@H](O)[C@H](O1)CO)C=1C(NC(NC1)=O)=O 5-β-D-ribofuranosyluracil